[C+4].P(=O)([O-])([O-])[O-].[Li+].[V+5] vanadium lithium phosphate carbon